2-chloro-N1-(4-chloro-3-(pyridin-2-yl)phenyl)-N4-(1-phenylethyl)terephthalamide ClC1=C(C(=O)NC2=CC(=C(C=C2)Cl)C2=NC=CC=C2)C=CC(=C1)C(=O)NC(C)C1=CC=CC=C1